COC1=C(C=C(C=C1)O)O 4-methoxy-benzene-1,3-diol